3-glycidoxypropyl-trihydroxysilane Calcium-tellurium [Te].[Ca].C(C1CO1)OCCC[Si](O)(O)O